NC=1C2=C(N=CN1)N(C(=C2C2=C(C[C@@H](CC2)C(=O)N2CCCC2)C)C2=CC=C(C=C2)NC(C(=C)C)=O)C (R)-N-(4-(4-amino-7-methyl-5-(2-methyl-4-(pyrrolidine-1-carbonyl)cyclohex-1-en-1-yl)-7H-pyrrolo[2,3-d]pyrimidin-6-yl)phenyl)methacrylamide